3-(5-((4-(4-((3S,4R)-7-hydroxy-3-phenylchroman-4-yl)phenyl)piperazin-1-yl)methyl)-1-oxoisoindolin-2-yl)piperidine-2,6-dione OC1=CC=C2[C@H]([C@H](COC2=C1)C1=CC=CC=C1)C1=CC=C(C=C1)N1CCN(CC1)CC=1C=C2CN(C(C2=CC1)=O)C1C(NC(CC1)=O)=O